OC1=C(C=CC=2CC3=C(C=CC(=C3C(C12)=O)O)O)O L-1,2,5,8-tetrahydroxyanthrone